(3S)-2-tert-butoxycarbonyl-3,4-dihydro-1H-isoquinoline-3-carboxylic acid C(C)(C)(C)OC(=O)N1CC2=CC=CC=C2C[C@H]1C(=O)O